(1R,2R,3S,5R)-3-(7-(((1S,2R)-2-(3,4-Difluorophenyl)cyclopropyl)amino)-5-(propylthio)-3H-[1,2,3]triazolo[4,5-d]pyrimidin-3-yl)-5-(2-hydroxyethoxy)cyclopentane-1,2-diol FC=1C=C(C=CC1F)[C@@H]1[C@H](C1)NC=1C2=C(N=C(N1)SCCC)N(N=N2)[C@@H]2[C@H]([C@H]([C@@H](C2)OCCO)O)O